ethyl 3-(3-(7-((2-ethoxy-2-oxoethyl)sulfonyl)-6,6-dimethyl-1-(2-methylhydrazineyl)-1-oxoheptan-2-yl)phenyl)propanoate C(C)OC(CS(=O)(=O)CC(CCCC(C(=O)NNC)C=1C=C(C=CC1)CCC(=O)OCC)(C)C)=O